7-(2-((5-cyclopropyl-3-(2,6-dichlorophenyl)isoxazol-4-yl)methyl)-7-azaspiro[3.5]non-7-yl)cinnoline-3-carboxylic acid C1(CC1)C1=C(C(=NO1)C1=C(C=CC=C1Cl)Cl)CC1CC2(C1)CCN(CC2)C2=CC=C1C=C(N=NC1=C2)C(=O)O